6-(2-ethoxypyrimidin-5-yl)-5-[4-[(3S)-1-(3-fluoropropyl)pyrrolidin-3-yl]oxyphenyl]-8,9-dihydro-7H-benzo[7]annulen-2-ol C(C)OC1=NC=C(C=N1)C1=C(C2=C(CCC1)C=C(C=C2)O)C2=CC=C(C=C2)O[C@@H]2CN(CC2)CCCF